N-(4-((10H-benzo[b]pyrido[2,3-e][1,4]oxazin-4-yl)oxy)-3-fluorophenyl)-5-(4-fluorophenyl)-4-oxo-1-((tetrahydro-2H-pyran-4-yl)methyl)-1,4-dihydropyridine-3-carboxamide N1=CC=C(C2=C1NC1=C(O2)C=CC=C1)OC1=C(C=C(C=C1)NC(=O)C1=CN(C=C(C1=O)C1=CC=C(C=C1)F)CC1CCOCC1)F